C(C1=CC=CC=C1)(=O)NC1=CC(=C(OCCN(C(OC(C)(C)C)=O)CCOC)C=C1)C=1C(=NC=NC1C)C tert-butyl (2-(4-benzamido-2-(4,6-dimethylpyrimidin-5-yl)phenoxy)ethyl)(2-methoxyethyl)carbamate